CC(C)(SCC(CSCCSCC(CSC(C)(C)C)O)O)C 2,2,15,15-tetramethyl-5,12-dihydroxy-3,7,10,14-tetrathiahexadecane